C(C)C1=C2C(=CC(=C1)O2)C(C)C (2-ethyl-6-isopropyl-1,4-phenylene) ether